1,4-bis(n-octylamino)-2,3-difluoroanthraquinone C(CCCCCCC)NC1=C(C(=C(C=2C(C3=CC=CC=C3C(C12)=O)=O)NCCCCCCCC)F)F